C(C)(C)(C)C1=NC(=C2N1C=CN=C2N)C2=CC1=CC=C(C=C1C=C2)OCC 3-tert-butyl-1-(6-ethoxynaphthalen-2-yl)imidazo[1,5-a]pyrazin-8-amine